BrC=1C=C2C(=NC=NC2=CC1)C(=O)N1CCN(C2(CC2)C1)C(=O)OC(C)(C)C tert-Butyl 7-(6-bromoquinazoline-4-carbonyl)-4,7-diazaspiro[2.5]octane-4-carboxylate